CN1C(=NC=C1C1=CC=C2C=CN=C(C2=C1F)N)C 7-(1,2-Dimethyl-1H-imidazol-5-yl)-8-fluoroisoquinolin-1-amine